ClC=1C(=C(C(=O)N(CC)C)C=C(C1)Cl)NC 3,5-dichloro-N-methyl-N-ethyl-2-methylaminobenzamide